N-[4-(8-amino-3-cyclopentyl-imidazo[1,5-a]pyrazin-1-yl)-benzyl]-2-methoxy-benzamide NC=1C=2N(C=CN1)C(=NC2C2=CC=C(CNC(C1=C(C=CC=C1)OC)=O)C=C2)C2CCCC2